C(CCCCCCC\C=C/C\C=C/CCCCC)OC(CCCCCCC\C=C/C\C=C/CCCCC)=O.C(CCCCCCC\C=C/C\C=C/CCCCC)(=O)OCCCCCCCC\C=C/C\C=C/CCCCC (9Z,12Z)-octadeca-9,12-dien-1-yl (9Z,12Z)-octadeca-9,12-dienoate (9Z,12Z)-octadeca-9,12-dien-1-yl-(9Z,12Z)-octadeca-9,12-dienoate